C(C(O)C1=CC=CC=C1)(=O)[O-] Mandelat